FC(C(=O)NC1=CC=C(C=C1)S(NCCOCCOCCOCCOCCOCCOCCNC)(=O)=O)(F)F 2,2,2-trifluoro-N-[4-[2-[2-[2-[2-[2-[2-[2-(methylamino)ethoxy]ethoxy]ethoxy]-ethoxy]ethoxy]ethoxy]ethylsulfamoyl]phenyl]acetamide